ClC=1C=C(C=2C=CN(C2C1)COCC[Si](C)(C)C)NC1CCN(CC1)C 6-chloro-N-(1-methylpiperidin-4-yl)-1-{[2-(trimethylsilyl)ethoxy]methyl}-1H-indol-4-amine